22,29-dihydroxytetratriaconta-16,19,23,25,27,31-hexaenoate OC(CC=CCC=CCCCCCCCCCCCCCCC(=O)[O-])C=CC=CC=CC(CC=CCC)O